C(CCCCCCCCCCC)[N+](C)(CCCCCCCCCCCC)CCCCCCCCCCCC trilauryl-methyl-ammonium